3-((2-chloro-4-((5-cyclopropyl-3-(2-(trifluoromethoxy)phenyl)isoxazol-4-yl)methoxy)Phenyl)ethynyl)benzoic acid ClC1=C(C=CC(=C1)OCC=1C(=NOC1C1CC1)C1=C(C=CC=C1)OC(F)(F)F)C#CC=1C=C(C(=O)O)C=CC1